FC(CNC(=O)NC=1C=C2C=C(C(=NC2=CC1)C)C1=CC=CC=C1)(CC)F 1-(2,2-difluorobutyl)-3-(2-methyl-3-phenylquinolin-6-yl)urea